FC1=CC(=CC=2N=COC21)C2=CN(C1=NC=C(C=C12)C1=CC=C(CN2CC(CCC2)O)C=C1)S(=O)(=O)C1=CC=C(C)C=C1 1-(4-(3-(7-fluorobenzo[d]oxazol-5-yl)-1-tosyl-1H-pyrrolo[2,3-b]pyridin-5-yl)benzyl)piperidin-3-ol